C(=O)(OC(C)(C)C)N[C@H]1CNCCC1 (R)-3-(boc-amino)piperidine